6-(4-(2-Fluoro-5-((4-oxo-7-(prop-2-ynylamino)-3,4-dihydrophthalazin-1-yl)methyl)benzoyl)piperazin-1-yl)nicotinonitrile FC1=C(C(=O)N2CCN(CC2)C2=NC=C(C#N)C=C2)C=C(C=C1)CC1=NNC(C2=CC=C(C=C12)NCC#C)=O